3,10-dicyanoperylenedicarboxylic acid C(#N)C1=C(C(=C2C=3C=CC(=C4C=CC=C(C=5C=CC=C1C52)C43)C#N)C(=O)O)C(=O)O